(2,5-difluorophenyl)but-3-en-1-ol FC1=C(C=C(C=C1)F)C(CC=C)O